ClC=1C=C(CNCC(=O)NC)C=C(C1CC1=CC(=C(C=C1)O)C(C)C)Cl 2-((3,5-dichloro-4-(4-hydroxy-3-isopropylbenzyl)benzyl)amino)-N-methylacetamide